tert-butyl (R)-2-methyl-4-(1-((7-methyl-[1,2,4]triazolo[1,5-a]pyridin-6-yl)carbamoyl)-2,3-dihydro-1H-pyrrolo[2,3-b]pyridin-4-yl)piperazine-1-carboxylate C[C@H]1N(CCN(C1)C1=C2C(=NC=C1)N(CC2)C(NC=2C(=CC=1N(C2)N=CN1)C)=O)C(=O)OC(C)(C)C